C(CC(O)(C(=O)[O-])CC(=O)[O-])(=O)[O-].[Fr+].[Fr+].[Fr+] Francium citrate